[K].CCC(=O)CC propione potassium